N1(CCCC1)CC1(CCC1)CNC(=O)C1=CC2=C(S1)CCCCCCC2 N-{[1-(pyrrolidin-1-ylmethyl)cyclobutyl]methyl}-4H,5H,6H,7H,8H,9H,10H-cyclonon[b]thiophene-2-carboxamide